ClC(S(=O)(=O)N(C1=CC=CC=C1)S(=O)(=O)N(C)C)(F)Cl 1,1-dichloro-N-[(dimethylamino)sulfonyl]-1-fluoro-N-phenylmethanesulfonamide